2-(2-(4,4-Dimethylcyclohex-1-en-1-yl)ethyl)-4,5-dimethyl-1,3-dioxacyclopentane CC1(CC=C(CC1)CCC1OC(C(O1)C)C)C